4-(6-fluoro-2-oxo-2,3-dihydro-1H-1,3-benzodiazol-1-yl)-N-(4-methoxy-3-methylphenyl)cyclohexane-1-carboxamide FC=1C=CC2=C(N(C(N2)=O)C2CCC(CC2)C(=O)NC2=CC(=C(C=C2)OC)C)C1